((3R)-3-(((tert-butyldimethylsilyl)oxy)methyl)tetrahydro-1H-pyrrolizin-7a(5H)-yl)methanol [Si](C)(C)(C(C)(C)C)OC[C@H]1CCC2(CCCN12)CO